3-((5,6-bis(benzyloxy)pyrimidin-4-yl)methyl)-5-(4-((4-(morpholine-4-carbonyl)phenyl)ethynyl)phenyl)-2-Oxoimidazoline-1-carboxylic acid tert-butyl ester C(C)(C)(C)OC(=O)N1C(N(CC1C1=CC=C(C=C1)C#CC1=CC=C(C=C1)C(=O)N1CCOCC1)CC1=NC=NC(=C1OCC1=CC=CC=C1)OCC1=CC=CC=C1)=O